[4-(2-tert-butoxy-2-oxo-ethyl)phenyl] tetradecanoate C(CCCCCCCCCCCCC)(=O)OC1=CC=C(C=C1)CC(=O)OC(C)(C)C